2-(1-methyl-1H-pyrazol-3-yl)nicotinonitrile CN1N=C(C=C1)C1=C(C#N)C=CC=N1